((2-tert-butoxy-2-oxoethyl)amino)benzo[e][1,2,4]triazine-1-oxide C(C)(C)(C)OC(CNC=1N=[N+](C2=C(N1)C=CC=C2)[O-])=O